N-((S)-2,2-dicyclopropyl-1-(5-(((S)-2-oxo-4-(trifluoro-methyl)imidazolidin-1-yl)methyl)benzo[d]oxazol-2-yl)ethyl)-1-phenyl-cyclopropane-1-carboxamide C1(CC1)C([C@@H](C=1OC2=C(N1)C=C(C=C2)CN2C(N[C@@H](C2)C(F)(F)F)=O)NC(=O)C2(CC2)C2=CC=CC=C2)C2CC2